tert-butyl-(3S,4R)-3-fluoro-4-((8-((3-methyl-4-((1-methyl-1H-benzo[d]imidazol-5-yl)oxy)phenyl)amino)pyrimido[5,4-d]pyrimidin-2-yl)oxy)pyrrolidine C(C)(C)(C)N1C[C@@H]([C@@H](C1)OC=1N=CC2=C(N1)C(=NC=N2)NC2=CC(=C(C=C2)OC2=CC1=C(N(C=N1)C)C=C2)C)F